2-(3-bromophenyl)-4-(dibenzo[b,d]thiophen-4-yl)-6-phenyl-1,3,5-triazine BrC=1C=C(C=CC1)C1=NC(=NC(=N1)C1=CC=CC2=C1SC1=C2C=CC=C1)C1=CC=CC=C1